N-(2-(prop-2-yn-1-yloxy)ethyl)-1H-imidazole-1-carboxamide C(C#C)OCCNC(=O)N1C=NC=C1